BrC1=CC2=CN(N=C2C=C1OC)[C@@H]1C[C@@H]([C@H](CC1)O)C |r| rac-(1S,2S,4S)-4-(5-bromo-6-methoxy-2H-indazol-2-yl)-2-methylcyclohexan-1-ol